R-1-(3-methoxyphenyl)-3-(1-(naphthalen-1-yl)ethyl)thiourea COC=1C=C(C=CC1)NC(=S)N[C@H](C)C1=CC=CC2=CC=CC=C12